4-[(1H-imidazol-1-yl)methyl]Benzoic acid 4-[(1H-imidazol-1-yl) methyl]Benzyl ester N1(C=NC=C1)CC1=CC=C(COC(C2=CC=C(C=C2)CN2C=NC=C2)=O)C=C1